C(C)C1(CC1)C(=O)N1CCN(CC1)C=1C=2N(C=C(C1)S(=O)(=O)NC1(COC1)C)C(=NC2)C=2SC(=NN2)C(F)(F)F 8-(4-(1-ethylcyclopropane-1-carbonyl)piperazin-1-yl)-N-(3-methyloxetane-3-yl)-3-(5-(trifluoromethyl)-1,3,4-thiadiazol-2-yl)imidazo[1,5-a]pyridine-6-sulfonamide